4-{[3-(4-{[(3S,4R)-1-(carboxymethyl)-3-fluoropiperidin-4-yl]amino}-1-(2,2,2-trifluoroethyl)-1H-indol-2-yl)prop-2-yn-1-yl]amino}-3-methoxybenzoic acid C(=O)(O)CN1C[C@@H]([C@@H](CC1)NC1=C2C=C(N(C2=CC=C1)CC(F)(F)F)C#CCNC1=C(C=C(C(=O)O)C=C1)OC)F